3-[2-(trifluoromethyl)anilino]propionic acid FC(C1=C(NCCC(=O)O)C=CC=C1)(F)F